COC(=O)C=1C=CC=2N(N1)C=C(N2)C2=CC(=CC=C2)C#N 2-(3-cyanophenyl)imidazo[1,2-b]Pyridazine-6-carboxylic acid methyl ester